2-Morpholin-4-ylpyrido[1,2-a]pyrimidin-4-one N1(CCOCC1)C=1N=C2N(C(C1)=O)C=CC=C2